COC(CCOCCOCCO)=O 3-(2-(2-Hydroxyethoxy)ethoxy)propionic acid methyl ester